(benzo[1,3]dioxol-5-ylmethyl)-sulfonamide O1COC2=C1C=CC(=C2)CS(=O)(=O)N